[C@H]12COC[C@H](CC1)N2C(=O)C2=CC=C(C(=O)O)C=C2 4-((1R,5S)-3-oxa-8-azabicyclo[3.2.1]octane-8-carbonyl)benzoic acid